ClC1=C(C=C(C=C1)Cl)C1=CC=CN2C1=NS(CC2)(=O)=O 9-(2,5-dichlorophenyl)-3,4-dihydropyrido[2,1-c][1,2,4]thiadiazine 2,2-dioxide